N-[(1R)-1-(3-chlorophenyl)ethyl]-6,7-dimethoxy-2-methylquinazolin-4-amine ClC=1C=C(C=CC1)[C@@H](C)NC1=NC(=NC2=CC(=C(C=C12)OC)OC)C